NC1=C(C=C(C=N1)C=1C=C2N(N1)CC[C@]21CN(CC1)C(=O)NCC=1C=NC=CC1)C(F)(F)F |r| (rac)-2'-[6-amino-5-(trifluoromethyl)pyridin-3-yl]-N-[(pyridin-3-yl)methyl]-5',6'-dihydrospiro[pyrrolidine-3,4'-pyrrolo[1,2-b]pyrazole]-1-carboxamide